(S)-6-(1-((6-cyclopropyl-2-methyl-1,7-dioxo-1,2,6,7-tetrahydropyrido[3,4-d]pyridazin-4-yl)amino)ethyl)-1-methyl-1H-indazole-3-carbonitrile C1(CC1)N1C=C2C(=NN(C(C2=CC1=O)=O)C)N[C@@H](C)C1=CC=C2C(=NN(C2=C1)C)C#N